methyl 2-[1-(3-bromophenyl)-1,2,3,4-tetrahydroisoquinolin-2-yl]-5-methoxy-1-methyl-6-oxo-1,6-dihydropyrimidine-4-carboxylate BrC=1C=C(C=CC1)C1N(CCC2=CC=CC=C12)C=1N(C(C(=C(N1)C(=O)OC)OC)=O)C